N-(2-(2-tert-butyl-5-isopropylphenoxy)phenyl)-1-methyl-3-trifluoromethyl-1H-pyrazole-4-carboxamide C(C)(C)(C)C1=C(OC2=C(C=CC=C2)NC(=O)C=2C(=NN(C2)C)C(F)(F)F)C=C(C=C1)C(C)C